[C@@H]12OC[C@@](NC1)(C2)CO ((1S,4R)-2-oxa-5-azabicyclo[2.2.1]hept-4-yl)methanol